C1CCC(CC1)C(=O)O cyclohexane-4-carboxylic acid